OC1=C(C(C(=O)O)=CC=C1)C(=O)O hydroxylphthalic acid